6-ethynylpyrazin C(#C)C1=CN=CC=N1